ClC1=C(C=C2C(C(NC2=C1)=O)=C(O)C1=CC(=NO1)C1CC1)C1=C(C=C(C=C1)C1(CC1)CO)F 6-chloro-3-[(3-cyclopropylisoxazol-5-yl)-hydroxy-methylene]-5-[2-fluoro-4-[1-(hydroxymethyl)cyclopropyl]phenyl]indolin-2-one